CN1C(=NC=C1C(F)(F)F)C1=CC=C(C#N)C=C1 4-(1-methyl-5-(trifluoromethyl)-1H-imidazol-2-yl)benzonitrile